Cl.C(C)N(CC)CC1=C(C=C2C=C(C(NC2=C1C)=O)CN(C(=S)NC1=CC=C(C=C1)OCC)C1CNCC1)C 1-[[7-(diethylaminomethyl)-6,8-dimethyl-2-oxo-1H-quinolin-3-yl]methyl]-3-(4-ethoxyphenyl)-1-pyrrolidin-3-yl-thiourea HCl salt